6-[2-(7-methoxy-1,2,3,4-tetrahydro-quinolin-6-yl)-ethylamino]-pyrimidin COC1=C(C=C2CCCNC2=C1)CCNC1=CC=NC=N1